BrC1=CC=C(C=C1)C(CC(F)(F)F)(C)C1=CC=C(C=C1)Br 2,2-bis(4-bromophenyl)trifluoromethyl-propane